tertbutyl 4-(4-((R)-5-(tert-butoxy)-2-cyano-5-oxopentan-2-yl)phenyl)-3-hydroxypiperidine-1-carboxylate C(C)(C)(C)OC(CC[C@@](C)(C#N)C1=CC=C(C=C1)C1C(CN(CC1)C(=O)OC(C)(C)C)O)=O